C(C)(C)(C)NC(C1=C(C=C(C=C1OC)N1C=NC2=C1C=CC(=C2)C=2C=NN(C2)C)OC(F)F)=O N-tert-butyl-2-(difluoromethoxy)-6-methoxy-4-[5-(1-methylpyrazol-4-yl)benzimidazol-1-yl]benzamide